OC(OCCCC)=O dioxaheptanone